N=C1N[C@H]2[C@H](CS[C@H]2CCCCC(=O)O)N1 2-Iminobiotin